CC1=NN(C(=N1)C)C1=C2C(=NC(=C1)N1[C@@H](COCC1)C)C(=NS2)C2=CC(=NN2C2OCCCC2)C (3R)-4-(7-(3,5-dimethyl-1H-1,2,4-triazol-1-yl)-3-(3-methyl-1-(tetrahydro-2H-pyran-2-yl)-1H-pyrazol-5-yl)isothiazolo[4,5-b]pyridin-5-yl)-3-methylmorpholine